benzyl (3S,5S)-3-((4-(2-(4-(benzylsulfonylamino)-2,3,5-trifluoro-phenoxy)-3-pyridyl)pyrimidin-2-yl)amino)-5-fluoro-piperidine-1-carboxylate C(C1=CC=CC=C1)S(=O)(=O)NC1=C(C(=C(OC2=NC=CC=C2C2=NC(=NC=C2)N[C@@H]2CN(C[C@H](C2)F)C(=O)OCC2=CC=CC=C2)C=C1F)F)F